1,3,5-tris(6-isocyanato-hexyl)-[1,3,5]-triazine-2,4,6(1H,3H,5H)-trione N(=C=O)CCCCCCN1C(N(C(N(C1=O)CCCCCCN=C=O)=O)CCCCCCN=C=O)=O